2-[2-chloro-5-(trifluoromethyl)phenyl]-N-(5-{[(dimethylamino)methylene]Sulfamoyl}-2-(trifluoromethyl)-4-[4-(trifluoromethyl)-1H-pyrazol-1-yl]Phenyl)acetamide ClC1=C(C=C(C=C1)C(F)(F)F)CC(=O)NC1=C(C=C(C(=C1)S(N=CN(C)C)(=O)=O)N1N=CC(=C1)C(F)(F)F)C(F)(F)F